FC1=CC(=C(C=C1)C1=NC=CC2=C1CN(C2=O)C2=CC=C(C=C2)[C@]2(COCC2)O)OCC(F)(F)F |o1:23| (R or S)-4-[4-fluoro-2-(2,2,2-trifluoroethoxy)phenyl]-2-[4-(3-hydroxyoxolan-3-yl)phenyl]-2,3-dihydro-1H-pyrrolo[3,4-c]pyridin-1-one